FC1=CC=CC=2OCCCOC=3C(=CC=C(C4=NNC5=CN=C(C12)C=C45)C3)N3CCC(CC3)O 16-fluoro-5-(4-hydroxypiperidin-1-yl)-7,11-dioxa-19,22,23-triazapentacyclo[16.5.2.12,6.012,17.021,24]hexacosa-1(23),2,4,6(26),12(17),13,15,18,20,24-decaene